(S)-2-chloro-N-(5-chloro-3-((4-(cyclopentanecarbonyl)-3-methylpiperazin-1-yl)methyl)-2-methylphenyl)acetamide 3-vinylallyl-formate C(=C)C=CCC(=O)O.ClCC(=O)NC1=C(C(=CC(=C1)Cl)CN1C[C@@H](N(CC1)C(=O)C1CCCC1)C)C